6-bromo-3-vinyl-1H-pyrazolo[4,3-b]pyridine BrC=1C=C2C(=NC1)C(=NN2)C=C